F[C@H]1CN(CC[C@@H]1NC1=NN2C(C(=N1)OC)=C(C=C2)C=2C=C1C=CC=NC1=CC2)C2COC2 N-((3S,4S)-3-fluoro-1-(oxetan-3-yl)piperidin-4-yl)-4-methoxy-5-(quinolin-6-yl)pyrrolo[2,1-f][1,2,4]triazin-2-amine